ClC=1C=C(C=CC1)C=1C=CC2=C(OC3=C2C=CC=C3C3=CC=CC=C3)C1 3-(3-chlorophenyl)-6-phenyldibenzo[b,d]furan